C(C)(C)(C)[Si](O[C@H](C=O)C)(C)C (2S)-2-{[tert-butyl-(dimethyl)silyl]oxy}propanal